2,4,4-trimethylhexane diisocyanate [N-]=C=O.[N-]=C=O.CC(C)CC(CC)(C)C